(2R,3S,4S)-4-hydroxy-2-[(4-methoxyphenyl) methyl]pyrrolidin-3-yl 2-azaspiro[3.3]heptane-6-carboxylate C1NCC12CC(C2)C(=O)O[C@H]2[C@H](NC[C@@H]2O)CC2=CC=C(C=C2)OC